N-benzyl-3-[4-(4,4-difluoropiperidin-1-yl)pyrido[3,2-d]pyrimidin-6-yl]benzene-1-sulfonamide C(C1=CC=CC=C1)NS(=O)(=O)C1=CC(=CC=C1)C=1C=CC=2N=CN=C(C2N1)N1CCC(CC1)(F)F